2-Amino-3-(1r)-1-cyclohexyl-2-[(cyclohexylcarbonyl)amino]ethyl-6-phenoxyquinazolin-3-ium NC(CC1=NC2=CC=C(C=C2C=[N+]1C1CCCCC1)OC1=CC=CC=C1)NC(=O)C1CCCCC1